N1(CCC1)C=1C=CC=2C3(C4=CC=C(C=C4OC2C1)N1CCC1)OC(C1=CC=C(C=C13)\C=C\CCOCCOCCCCCCCl)=O (E)-3',6'-di(azetidin-1-yl)-6-(4-(2-((6-chlorohexyl)oxy)ethoxy)but-1-en-1-yl)-3H-spiro[isobenzofuran-1,9'-xanthen]-3-one